2-(piperidin-4-yl)-1H-indol N1CCC(CC1)C=1NC2=CC=CC=C2C1